FC=1C(=NC(=NC1)NC1=CC=C(C=C1)S(=O)(=O)N)N1C[C@@H](OC2(CCC2)C1)CF 4-({5-fluoro-4-[(6R)-6-(fluoromethyl)-5-oxa-8-azaspiro[3.5]nonan-8-yl]pyrimidin-2-yl}amino)benzenesulfonamide